4-tertbutylstyrene C(C)(C)(C)C1=CC=C(C=C)C=C1